OCC(CO)(CO)NCS(=O)(=O)O [1,3-dihydroxy-2-(hydroxymethyl)propan-2-yl]aminomethanesulfonic acid